ClC1=NC(=C(C(=N1)C=1C=C2C(NC3(C2=CC1)CC3)=O)F)C 5'-(2-chloro-5-fluoro-6-methylpyrimidin-4-yl)spiro[cyclopropane-1,1'-isoindoline]-3'-one